FC=1C=C(C=CC1OC=1C2=C(N=CN1)C=CN2C[C@@H](CO)C)NC(=O)C2=[N+](C(=CC=C2)C2=CC=C(C=C2)F)[O-] (S)-2-((3-fluoro-4-((5-(3-hydroxy-2-methylpropyl)-5H-pyrrolo[3,2-d]pyrimidin-4-yl)oxy)phenyl)carbamoyl)-6-(4-fluorophenyl)pyridine 1-oxide